6-(((1S,3aS,3bR,5aS,10aS,10bS,12aS)-10a,12a-dimethyl-1,2,3,3a,3b,4,5,5a,6,7,10,10a,10b,11,12,12a-hexadecahydrocyclopenta[5,6]naphtho[1,2-f]indazol-1-yl)oxy)hexan-1-ol C[C@]12CC=3C=NNC3C[C@@H]1CC[C@H]1[C@H]3[C@](CC[C@@H]12)([C@H](CC3)OCCCCCCO)C